methyl cis-4-((3-fluoro-4-nitrobenzyl)(methyl)amino)cyclohexane-1-carboxylate FC=1C=C(CN([C@H]2CC[C@H](CC2)C(=O)OC)C)C=CC1[N+](=O)[O-]